hydroxy-4-methyl-6-(2,4,4-trimethylpentyl)-2(1H)-pyridone ON1C(C=C(C=C1CC(CC(C)(C)C)C)C)=O